C(C)OC(=O)C1(CC1)C=1C(=NC(=NC1)S(=O)(=O)C)Cl (4-chloro-2-(methylsulfonyl)pyrimidin-5-yl)cyclopropane-1-carboxylic acid ethyl ester